C1(CC1)C=1N=NN(C1)[C@H](C(=O)N1[C@@H](C[C@H](C1)O)C(=O)NCC=1C=NC(=CC1)N1CC(OCC1)C)C(C)(C)C (2S,4r)-1-[(2S)-2-(4-cyclopropyl-triazol-1-yl)-3,3-dimethyl-butyryl]-4-hydroxy-N-[[6-(2-methylmorpholin-4-yl)-3-pyridinyl]methyl]pyrrolidine-2-carboxamide